3-(4-diethylphosphorylphenyl)-N-[4-(pentafluorosulfanyl)phenyl]pyridin-2-amine C(C)P(=O)(CC)C1=CC=C(C=C1)C=1C(=NC=CC1)NC1=CC=C(C=C1)S(F)(F)(F)(F)F